(2E)-3-{2,6-dichloro-4-[(4-{3-[(1S)-1-(hexyloxy)ethyl]-2-methoxyphenyl}-1,3-thiazol-2-yl)carbamoyl]phenyl}-2-methylprop-2-enoic acid ClC1=C(C(=CC(=C1)C(NC=1SC=C(N1)C1=C(C(=CC=C1)[C@H](C)OCCCCCC)OC)=O)Cl)/C=C(/C(=O)O)\C